N-[1-[[5-[2-(azetidine-1-carbonyl)-4-pyridyl]-2-chloro-phenyl]methyl]-2-[4-(4-methyl-1,2,4-triazol-3-yl)anilino]-2-oxo-ethyl]-3-methyl-isoxazole-4-carboxamide N1(CCC1)C(=O)C1=NC=CC(=C1)C=1C=CC(=C(C1)CC(C(=O)NC1=CC=C(C=C1)C1=NN=CN1C)NC(=O)C=1C(=NOC1)C)Cl